4-(2-cyano-7-((5-methoxy-7-methyl-1H-indol-4-yl)methyl)-7-azaspiro[3.5]nonan-6-yl)-N-((3-hydroxyoxetan-3-yl)methyl)benzamide C(#N)C1CC2(C1)CC(N(CC2)CC2=C1C=CNC1=C(C=C2OC)C)C2=CC=C(C(=O)NCC1(COC1)O)C=C2